(1S,4S)-5-{(1R,5S,6r)-6-[cyclopropyl-(ethyl)carbamoyl]-3-azabicyclo[3.1.0]hex-3-yl}-2-azabicyclo[2.2.2]octane-2-carboxylic acid ethyl ester C(C)OC(=O)N1[C@@H]2CC([C@H](C1)CC2)N2C[C@H]1C([C@H]1C2)C(N(CC)C2CC2)=O